CC(OC1=C(C=C(C=C1Br)Br)Br)OC2=C(C=C(C=C2Br)Br)Br bis(2,4,6-tribromophenoxy)ethane